1-(2,2-difluoroethyl)-N-(5-(4-(trifluoromethyl)phenethoxy)-1H-indol-3-yl)azetidine-3-carboxamide FC(CN1CC(C1)C(=O)NC1=CNC2=CC=C(C=C12)OCCC1=CC=C(C=C1)C(F)(F)F)F